ClC=1C2=C(N=NC1)C=CS2 4-chlorothieno[3,2-c]pyridazine